C(C(C)C)(=O)OC1=C(C=NC2=CC=C(C=C2)Cl)C=C(C=C1OC(C(C)C)=O)Cl N-(2,3-bis(isobutyryl-oxy)-5-chlorobenzylidene)-4-chlorobenzen-amine